5-(3-(1-(8-amino-1-chloroimidazo[1,5-a]pyrazin-3-yl)ethyl)-5-chloro-6-fluoro-2-isopropoxyphenyl)pyridine-2-carboxylic acid NC=1C=2N(C=CN1)C(=NC2Cl)C(C)C=2C(=C(C(=C(C2)Cl)F)C=2C=CC(=NC2)C(=O)O)OC(C)C